(3S)-3-[8-[4-[4-[1-[3-amino-6-(2-hydroxyphenyl)pyridazin-4-yl]pyrazol-4-yl]piperazin-1-yl]cyclohexyl]-2,3-dihydro-1,4-benzoxazin-4-yl]piperidine-2,6-dione NC=1N=NC(=CC1N1N=CC(=C1)N1CCN(CC1)C1CCC(CC1)C1=CC=CC=2N(CCOC21)[C@@H]2C(NC(CC2)=O)=O)C2=C(C=CC=C2)O